C(C)OC=1C(=CC(=NC1)C#CC)C(=O)OCC ethyl 5-ethoxy-2-(prop-1-yn-1-yl)pyridine-4-carboxylate